N-((CIS)-2-((((CIS)-4-phenylcyclohexyl)oxy)methyl)-1-(5-phenylpyridin-3-yl)pyrrolidin-3-yl)methanesulfonamide C1(=CC=CC=C1)[C@H]1CC[C@H](CC1)OC[C@@H]1N(CC[C@@H]1NS(=O)(=O)C)C=1C=NC=C(C1)C1=CC=CC=C1